C(C)(C)(C)OC(=O)N1CC=2N(CC1)N=CC2Br 3-bromo-6,7-dihydro-4H-pyrazolo[1,5-a]pyrazine-5-carboxylic acid tert-butyl ester